tricyclodecane dimethyloldi(methyl)acrylate C(O)C(C(=CC(=O)O)C)CO.C1CCCCCCCCC1.C1CCCCCCCCC1.C1CCCCCCCCC1